CC1=CC=C(C=N1)SC 6-methyl-3-methylthio-pyridin